C(C)OC(CCCCCC=O)=O 7-OXO-HEPTANOIC ACID ETHYL ESTER